B([O-])([O-])[O-].C(C(=O)OF)(=O)OF.[Li+].[Li+].[Li+] lithium bis(fluoro) oxalate borate